BrC1=CC2=C(C=C1)COC1=C2N(N=C1C(=O)OCC)C1=NC=CC=C1 ethyl 8-bromo-1-(2-pyridyl)-5H-isochromeno[4,3-c]pyrazole-3-carboxylate